ethyl 3-(benzylamino)-3-oxopropanoate C(C1=CC=CC=C1)NC(CC(=O)OCC)=O